4-((5-(anilino)carbonyl-2-methoxyphenyl)azo)-3-hydroxy-N-phenylnaphthalene-2-carboxamide N(C1=CC=CC=C1)C(=O)C=1C=CC(=C(C1)N=NC1=C(C(=CC2=CC=CC=C12)C(=O)NC1=CC=CC=C1)O)OC